ClC1=CC2=C(C=C3N2C(=NN(C3=O)CC(=O)N[C@@H]3CN(CCC3)C)C(C)C)S1 (S)-2-(2-Chloro-5-isopropyl-8-oxothieno[2',3':4,5]pyrrolo[1,2-d][1,2,4]triazin-7(8H)-yl)-N-(1-methylpiperidin-3-yl)acetamid